BrC=1C=C(N)C=C(C1)OCC 3-bromo-5-ethoxy-aniline